C1(CCCC=C1)C1=CC=C(C=C1)C1=CC=CC=C1 tetrahydro-[1,1':4',1''-terphenyl]